tert-butyl-1-(5-cyanopyridin-2-yl)-6,7-dihydro-1H-pyrazolo[4,3-c]pyridine C(C)(C)(C)C1=NN(C2=C1C=NCC2)C2=NC=C(C=C2)C#N